ClC=1C=C(C=CC1)[C@@H]([C@@H](C1=NC=CN=C1)N1C(C2=CC(=CC=C2C1)C=1OC(=NN1)C(F)F)=O)O |o1:7,8| 2-[(1R*,2S*)-2-(3-chlorophenyl)-2-hydroxy-1-(pyrazin-2-yl)ethyl]-6-[5-(difluoromethyl)-1,3,4-oxadiazol-2-yl]-2,3-dihydro-1H-isoindol-1-one